C(N)(=O)[C@@H]1C[C@]2(C(NC3=CC=CC=C3C2O)=O)CN1C(=O)OC(C)(C)C t-butyl (3S,5S)-5-carbamoyl-4'-hydroxy-2'-oxo-1',4'-dihydro-2'H-spiro[pyrrolidine-3,3'-quinoline]-1-carboxylate